1H-1,2,4-triazole-5-thiol N1N=CN=C1S